[NH4+].P(=O)(OC1=CC=CC=C1)(OC1=CC=CC=C1)[O-] diphenyl phosphate ammonium salt